C(C)(C)(C)C=1C=C(C(=C(C1)[C@@H](C(=O)O)N1C[C@@H](CC1)N(C)CCCCCC1=NC=2NCCCC2C(=C1)OC)OC)F (S)-2-(5-(tert-butyl)-3-fluoro-2-methoxyphenyl)-2-((R)-3-((5-(4-methoxy-5,6,7,8-tetrahydro-1,8-naphthyridin-2-yl)pentyl)(methyl)amino)pyrrolidin-1-yl)acetic acid